C(C)NCCCCCCCCCCCCNC(=O)C=1C(OC2=C(C(=C(C=C2C1)F)O)F)=O N-(12-(ethylamino)dodecyl)-6,8-difluoro-7-hydroxy-2-oxo-2H-chromene-3-carboxamide